N-[(6-Amino-2-pyridyl)sulfonyl]-6-(3-fluoro-5-isobutoxyphenyl)-2-(3-methylcyclopentoxy)pyridin-3-carboxamid NC1=CC=CC(=N1)S(=O)(=O)NC(=O)C=1C(=NC(=CC1)C1=CC(=CC(=C1)OCC(C)C)F)OC1CC(CC1)C